(R)-7-((S)-5-Chloro-6-fluoro-2-phenyl-2-((S)-pyrrolidin-2-yl)-2,3-dihydrobenzofuran-4-yl)-6-fluoro-2-methyl-2,4-dihydrochromeno[3,4-c]pyrazole-8-carboxamide ClC=1C(=CC2=C(C[C@@](O2)([C@H]2NCCC2)C2=CC=CC=C2)C1C=1C(=CC2=C(C1F)OCC1=NN(C=C12)C)C(=O)N)F